C(C)C1=NSC(=N1)N 3-ethyl-1,2,4-thiadiazol-5-amine